[C@H]12CNC[C@@H]2C1NC(C1=CC=CC=C1)=O |r| N-[rac-(1S,5R)-3-azabicyclo[3.1.0]hexan-6-yl]benzamide